COC1=C(C=C(C=C1)C(F)(F)F)C1=NOC(=C1)COCC(=O)O 2-((3-(2-methoxy-5-(trifluoromethyl)phenyl)isoxazole-5-yl)methoxy)acetic acid